CC1(COCC=[N+]1[O-])C 3,3-dimethyl-3,6-dihydro-2H-1,4-oxazine 4-oxide